C(C1=CC=CC=C1)N1C[C@H](CC1)O (S)-1-benzylpyrrolidin-3-ol